3-cyclopentyl-3-(4-amino-1H-pyrazol-1-yl)propionitrile C1(CCCC1)C(CC#N)N1N=CC(=C1)N